3-bromo-5-chloro-pyrazolo[1,5-a]pyridine BrC=1C=NN2C1C=C(C=C2)Cl